BrC=1C=C(C(=C(C1)S(=O)(=O)NC=1C(=C(C(=O)OC)C=C(C1)OC(F)(F)F)O)O)OC(F)(F)F Methyl 3-((5-bromo-2-hydroxy-3-(trifluoromethoxy)phenyl)sulfonamido)-2-hydroxy-5-(trifluoromethoxy)benzoate